N5-(2-methoxycyclopropyl)-N7-methyl-3-phenyl-2,3-dihydrobenzofuran-5,7-dicarboxamide COC1C(C1)NC(=O)C=1C=C(C2=C(C(CO2)C2=CC=CC=C2)C1)C(=O)NC